(R or S)-N-[(1S)-1-[1-(2,2-dimethylpropyl)-6-tetrahydropyran-4-yl-indol-3-yl]ethyl]cyclopropanesulfonamide CC(CN1C=C(C2=CC=C(C=C12)C1CCOCC1)[C@H](C)NS(=O)(=O)C1CC1)(C)C